C(C=C)(=O)N1CC2=CC=CC(=C2CC1)C1=C2C(=C(NC2=C(C=C1F)C(=O)N)C(F)(F)F)C 4-(2-acryloyl-1,2,3,4-tetrahydroisoquinolin-5-yl)-5-fluoro-3-methyl-2-(trifluoromethyl)-1H-indole-7-carboxamide